1-phenyl-3-(1,1,1-tri-fluoro-2-((R or S)-3-(2-(5-fluorothiophen-2-yl)ethyl)-1-(2-(6-methylpyridin-3-yl)propan-2-yl)pyrrolidin-3-yl)propan-2-yl)urea C1(=CC=CC=C1)NC(=O)NC(C(F)(F)F)(C)[C@]1(CN(CC1)C(C)(C)C=1C=NC(=CC1)C)CCC=1SC(=CC1)F |o1:16|